C(C)(C)(C)NC(CN(C=1C2=C(N=C(N1)C1=NC=CC(=C1)OCCNC)CCC2)C)=O N-tert-butyl-2-[methyl(2-{4-[2-(methylamino)ethoxy]pyridin-2-yl}-5H,6H,7H-cyclopenta[d]pyrimidin-4-yl)amino]acetamide